C[C@@]1(N(C[C@@H]2[C@@H]3CC[C@H]([C@H]12)O3)C([C@H](C(C)(C)C)NC(=O)OC(C)(C)C)=O)C(=O)OCCCCC3=CC=NC=C3 4-(Pyridin-4-yl)butan-1-ol methyl-(1S,3aR,4S,7R,7aS)-2-((S)-2-((tert-butoxycarbonyl)amino)-3,3-dimethylbutanoyl)octahydro-1H-4,7-epoxyisoindole-1-carboxylate